N-(1-((5,7-dioxaspiro[2.5]oct-6-yl)methyl)-1H-1,2,3-triazol-4-yl)-5-bromo-2-methylbenzamide C1CC12COC(OC2)CN2N=NC(=C2)NC(C2=C(C=CC(=C2)Br)C)=O